C(C)(C)(C)N1CCN(CC1)C1=CC=C(C=C1)Br tert-butyl-4-(4-bromophenyl)piperazine